bis[4-(benzoxazol-2-yl)-phenyl]amine O1C(=NC2=C1C=CC=C2)C2=CC=C(C=C2)NC2=CC=C(C=C2)C=2OC1=C(N2)C=CC=C1